ClC=1C=C(C=CC1F)NC1=NC=NC2=C1N=C(N=C2)NC2CCN(CC2)C N8-(3-chloro-4-fluorophenyl)-N2-(1-methyl-piperidin-4-yl)-pyrimido[5,4-d]pyrimidine-2,8-diamine